3-methyl-5-[(2S)-2-methylpiperazin-1-yl]-1,2,4-oxadiazole CC1=NOC(=N1)N1[C@H](CNCC1)C